2-(4-thiazolyl)benzimidazole S1C=NC(=C1)C=1NC2=C(N1)C=CC=C2